N-(5-cyano-4-(((tetrahydro-2H-thiopyran-2-yl)methyl)amino)pyridin-2-yl)-7-formyl-6-((4-methyl-2-oxopiperazin-1-yl)methyl)-3,4-dihydro-1,8-naphthyridine-1(2H)-carboxamide C(#N)C=1C(=CC(=NC1)NC(=O)N1CCCC2=CC(=C(N=C12)C=O)CN1C(CN(CC1)C)=O)NCC1SCCCC1